7-Bromo-2,4-dichloro-dibenzo[b,d]furan BrC1=CC2=C(C3=C(O2)C(=CC(=C3)Cl)Cl)C=C1